N1C=NC2=C1C=CC(=C2)NC(C#N)C2=CC=C(C=C2)C2=NOC(=N2)C2CC2 (1H-benzimidazol-5-ylamino)[4-(5-cyclopropyl-1,2,4-oxadiazol-3-yl)phenyl]-acetonitrile